C1(=CCCCC1)CC=1C=NN(C1)C1=C2C(=NC=C1)NC=C2 4-[4-(cyclohex-1-en-1-ylmethyl)-1H-pyrazol-1-yl]-1H-pyrrolo[2,3-b]pyridine